FC(CN1C(=NC2=C1C=C(C=C2)C2=CNC=1N=C(N=CC12)N[C@H]1CCC(N(C1)C)=O)C)F (S)-5-((5-(1-(2,2-difluoroethyl)-2-methyl-1H-benzo[d]imidazol-6-yl)-7H-pyrrolo[2,3-d]pyrimidin-2-yl)amino)-1-methylpiperidin-2-one